C[C@H]1CN(CCC1)C1CCN(CC1)C=1SC(=CN1)C(=O)N[C@H](C)C1=CC=C(C=C1)C 2-[(3R)-3-methyl[1,4'-bipiperidin]-1'-yl]-N-[(1R)-1-(4-methylphenyl)ethyl]-1,3-thiazole-5-carboxamide